(S)-4-(((2-amino-4-hydroxypteridin-6-yl)methyl)amino)-N-(4-(2-hydroxyethyl)-17-oxo-20-(2H-tetrazol-5-yl)-7,10,13-trioxa-4,16-diazaicos-1-yn-20-yl)benzamide NC1=NC2=NC=C(N=C2C(=N1)O)CNC1=CC=C(C(=O)N[C@@H](CCC(NCCOCCOCCOCCN(CC#C)CCO)=O)C=2N=NNN2)C=C1